FC1=C(CC2=NC3=C(N2[C@@H]2COCC2(C)C)C=C(C=C3F)C(=O)O)C=C(C(=C1)C1=NC(=CC=C1)OCC=1SC(=NN1)C)F (S)-2-(2,5-difluoro-4-(6-((5-methyl-1,3,4-thiadiazol-2-yl)methoxy)pyridin-2-yl)benzyl)-1-(4,4-dimethyltetrahydrofuran-3-yl)-4-fluoro-1H-benzo[d]imidazole-6-carboxylic acid